4-(7,7-difluoro-2-((2S,3R)-3-hydroxy-2-methylazetidin-1-yl)-6,7-dihydro-5H-cyclopenta[d]pyrimidin-4-yl)-2-methoxybenzamide FC1(CCC2=C1N=C(N=C2C2=CC(=C(C(=O)N)C=C2)OC)N2[C@H]([C@@H](C2)O)C)F